[Br-].C(CCC)N1C=[N+](C=C1)C 1-Butyl-3-Methylimidazolium Bromide